ClC=1C(=CC2=C(NC(O2)=O)C1)OC 5-Chloro-6-methoxy-2-benzoxazolinone